BrC=1C=C(N(C1)S(=O)(=O)C1=CC=C(C)C=C1)C=C[N+](=O)[O-] 4-bromo-2-(2-nitrovinyl)-N-tosylpyrrole